OC=1C=C(C=CC1O)CC(=O)OCC(CCCCCCCCCCC)C 2-methyltridecyl 3,4-dihydroxyphenylacetate